[Ag].[Al] aluminium-silver